8-amino-3-(4-(2,2,2-trifluoroethoxy)phenyl)-2-(trifluoromethyl)-4H-pyrimido[1,2-a]pyrimidin-4-one NC1=NC=2N(C(C(=C(N2)C(F)(F)F)C2=CC=C(C=C2)OCC(F)(F)F)=O)C=C1